FC1=CC(=C(NC(CC(=O)OCC)=O)C=C1F)C ethyl 3-(4,5-difluoro-2-methyl-anilino)-3-oxo-propanoate